4-(4-fluorophenyl)-7-hydroxy-5-methyl-2H-chromen-2-one FC1=CC=C(C=C1)C1=CC(OC2=CC(=CC(=C12)C)O)=O